C(C)OC(CCCF)OCC 4-fluorobutyraldehyde diethylacetal